{(2-nitro-4-chlorobenzyl)oxy}amide [N+](=O)([O-])C1=C(CO[NH-])C=CC(=C1)Cl